2-(5-(3-ethoxyphenyl)thiophen-2-yl)-6-fluoroquinoline-4-carboxylic acid C(C)OC=1C=C(C=CC1)C1=CC=C(S1)C1=NC2=CC=C(C=C2C(=C1)C(=O)O)F